Cl[C@@H](CC)C1=NC2=C(N1C[C@H]1OCC1)C=C(C=C2)C(=O)OC methyl 2-((S)-1-chloropropyl)-1-(((S)-oxetan-2-yl) methyl)-1H-benzo[d]imidazole-6-carboxylate